FC1=C(C=CC(=C1)S(N)(=O)=O)S(=O)C1CCN(CC1)C(=O)OC(C)(C)C tert-Butyl 4-(2-fluoro-4-sulfamoylphenyl)sulfinylpiperidine-1-carboxylate